cyclohexylthiobenzoate C1(CCCCC1)OC(C1=CC=CC=C1)=S